COC1=CC(=C(C=C1OC)NC(=O)C=1OC2=CC(=CC=C2C(C1)=O)C)C(NC1=CC=C(C=C1)CCN(CC=1C=C2C=NN(C2=CC1)C)CC=1C=NC=C(C1)OC)=O N-(4,5-Dimethoxy-2-((4-(2-(((5-methoxypyridin-3-yl)methyl)((1-methyl-1H-indazol-5-yl)methyl)amino)ethyl)phenyl)carbamoyl)phenyl)-7-methyl-4-oxo-4H-chromene-2-carboxamide